2-(((5-aminopyridin-3-yl)methyl)amino)ethan-1-ol NC=1C=C(C=NC1)CNCCO